5-[[2-(2-cyclobutyl-1-piperidyl)-2-oxo-acetyl]amino]pyridine-3-carboxamide C1(CCC1)C1N(CCCC1)C(C(=O)NC=1C=C(C=NC1)C(=O)N)=O